CC1(C(CCC2(CNC3=CC=CC=C23)C1)=O)C 5,5-dimethyl-4-oxospiro[cyclohexane-1,3'-indolin]